C(C)(C)(C)OC(=O)N1[C@@H](CN([C@H](C1)C)C=1C2=C(N=CN1)N(C=C2C=O)C2=NC=CC(=C2)C#N)C (2r,5s)-4-(7-(4-cyanopyridin-2-yl)-5-formyl-7H-pyrrolo[2,3-d]pyrimidin-4-yl)-2,5-dimethylpiperazine-1-carboxylic acid tert-butyl ester